benzyl (S)-4-(4-(tert-butoxycarbonyl)-3-(cyanomethyl) piperazin-1-yl)-2-chloro-5,8-dihydropyrido[3,4-d]Pyrimidine-7(6H)-carboxylate C(C)(C)(C)OC(=O)N1[C@H](CN(CC1)C=1C2=C(N=C(N1)Cl)CN(CC2)C(=O)OCC2=CC=CC=C2)CC#N